CC(C(=O)OCCCO)=C hydroxypropyl methylacrylate